ClC=1C=C(C(=O)N2C[C@@H](CCC2)C=2N(C(C(=C(N2)C(=O)NC=2C=NOC2)OCC)=O)C)C=CC1Cl (R)-2-(1-(3,4-Dichlorobenzoyl)Piperidin-3-Yl)-5-Ethoxy-N-(Isoxazol-4-Yl)-1-Methyl-6-Oxo-1,6-Dihydropyrimidine-4-Carboxamide